2-[[4-[2-(Aminocarbonyl)-1-pyrrolidinyl]-6-[[[4-(methylsulfonyl)phenyl]methyl]amino]-2-pyrimidinyl]amino]-4-methyl-5-thiazolecarboxylic acid ethyl ester C(C)OC(=O)C1=C(N=C(S1)NC1=NC(=CC(=N1)N1C(CCC1)C(=O)N)NCC1=CC=C(C=C1)S(=O)(=O)C)C